C(C1=CC=CC=C1)C(C(=O)O)(C(=O)O)OC[C@H]1O[C@H]([C@@H]([C@@]1(O)C#C)O)N1C2=NC(=NC(=C2N=C1)N(CCO)CCO)Cl 2-benzyl-2-(((2R,3S,4R,5R)-5-(6-(bis(2-hydroxyethyl)amino)-2-chloro-9H-purin-9-yl)-3-ethynyl-3,4-dihydroxytetrahydrofuran-2-yl)methoxy)malonic acid